1-(3-Hydroxybenzyl)-3-(4-(pyridin-4-yl)thiazol-2-yl)urea OC=1C=C(CNC(=O)NC=2SC=C(N2)C2=CC=NC=C2)C=CC1